3-methyl-6-nitro-5-((3-propoxyphenyl)amino)benzo[d]oxazol-2(3H)-one CN1C(OC2=C1C=C(C(=C2)[N+](=O)[O-])NC2=CC(=CC=C2)OCCC)=O